(S)-N-(1-(3-bromopyrazolo[1,5-a]pyrimidin-5-yl)pyrrolidin-3-yl)-N-methylpyrrolidine-1-carboxamide BrC=1C=NN2C1N=C(C=C2)N2C[C@H](CC2)N(C(=O)N2CCCC2)C